C(C)(CC)C1=C(C(=C(C=C1)C1=CC=CC=C1)N)C(C)CC di(secbutyl)-amino-biphenyl